C(CCCCCC=CCC=CCCCCC)(=O)O 7,10-Hexadecadienoic acid